NC1=C(C(N(C(N1)=O)CC#C)=O)NC(CCC1=C(C=CC=C1)C)=O N-(6-Amino-2,4-dioxo-3-(prop-2-yn-1-yl)-1,2,3,4-tetrahydropyrimidin-5-yl)-3-(o-tolyl)propanamide